6-(4-chlorobenzyl)-2-(2-methylpropyl)-8-(morpholin-4-yl)-2,6-dihydroimidazo[1,2-c]pyrido[2,3-e]pyrimidin-5(3H)-one ClC1=CC=C(CN2C(N3C(C4=C2C=C(C=N4)N4CCOCC4)=NC(C3)CC(C)C)=O)C=C1